C1(=CC=CC=C1)C1=CC(=CC(=C1)N)C1=CC=CC=C1 [1,1':3',1''-terphenyl]-5'-amine